tert-butyl (R)-1-bromo-8-methyl-3-(3-methyl-1,2,4-thiadiazol-5-yl)-5,6-dihydroimidazo[1,5-a]pyrazine-7(8H)-carboxylate BrC=1N=C(N2C1[C@H](N(CC2)C(=O)OC(C)(C)C)C)C2=NC(=NS2)C